C(C)OC(=O)C=1[C@@H](N=C(NC1CBr)C=1SC=CN1)C1=C(C=C(C=C1)F)C (S)-6-(bromomethyl)-4-(4-fluoro-2-methylphenyl)-2-(thiazole-2-yl)-1,4-dihydropyrimidine-5-carboxylic acid ethyl ester